C12C(=CCC1)O2 2-epoxycyclopentene